1-(2-chloropyridin-3-yl)ethyl (4-bromo-1-methyl-1H-1,2,3-triazol-5-yl)carbamate BrC=1N=NN(C1NC(OC(C)C=1C(=NC=CC1)Cl)=O)C